ClCC(=O)NC1=C(C=CC(=C1)N(CCC)CCC)C(C)C 2-chloro-N-(5-(dipropylamino)-2-isopropylphenyl)acetamide